Chlorophenolat ClC1=C(C=CC=C1)[O-]